ClC1=CC=CC2=C1C1=C(O2)C=2C=CC(=CC2C=C1)C1=CC=CC=C1 7-chloro-3-phenylnaphtho[1,2-b]benzofuran